1-benzyl-3-[2-(3,4-dihydroxyphenyl)ethyl]thiourea C(C1=CC=CC=C1)NC(=S)NCCC1=CC(=C(C=C1)O)O